(S)-2-((6-((4-chloro-2-fluorobenzyl)oxy)-3',6'-dihydro-[2,4'-bipyridine]-1'(2'H)-yl)methyl)-3-(oxetan-2-ylmethyl)-3H-imidazo[4,5-b]pyridine-5-carboxylic acid ClC1=CC(=C(COC2=CC=CC(=N2)C=2CCN(CC2)CC2=NC=3C(=NC(=CC3)C(=O)O)N2C[C@H]2OCC2)C=C1)F